FC=1C(=CC=2N(C1)C=NN2)N 6-fluoro-[1,2,4]triazolo[4,3-a]pyridin-7-amine